O1COC2=C1C=CC=C2 benzo[1,3]dioxole